(R)-1-(3-methyl-4-(8-((3-methyl-4-((1-methyl-1H-benzo[d][1,2,3]triazol-5-yl)oxy)phenyl)amino)pyrimido[5,4-d]pyrimidin-2-yl)piperazin-1-yl)prop-2-en-1-one C[C@@H]1CN(CCN1C=1N=CC2=C(N1)C(=NC=N2)NC2=CC(=C(C=C2)OC2=CC1=C(N(N=N1)C)C=C2)C)C(C=C)=O